1-O-octyl-2-O-(N-methylcarbamoyl)-sn-glycero-3-phosphorylcholine C(CCCCCCC)OC[C@@H](OC(NC)=O)COP(=O)(O)OCC[N+](C)(C)C